(S)-5-(((5-bromo-2-((1r,4S)-4-(hydroxymethyl)cyclohexyl)-2H-indazol-6-yl)oxy)methyl)-1-((2-(trimethylsilyl)ethoxy)methyl)pyrrolidin-2-one BrC1=CC2=CN(N=C2C=C1OC[C@@H]1CCC(N1COCC[Si](C)(C)C)=O)C1CCC(CC1)CO